4-(3,5-dichlorophenyl)-2-(2-thienyl)imidazole ClC=1C=C(C=C(C1)Cl)C=1N=C(NC1)C=1SC=CC1